FC1=CC=C(C=C1)S(=NS(=O)(=O)C1=CC=C(C=C1)[N+](=O)[O-])(=NC(C)(CC(C)(C)C)C)N1CCN(CC1)C1=NC=CC=N1 N-((4-Fluorophenyl)(4-(pyrimidin-2-yl)piperazin-1-yl)((2,4,4-trimethylpentan-2-yl)imino)-λ6-sulfaneylidene)-4-nitrobenzenesulfonamide